methyl 4-((3-(4-(((3R,4S)-3-fluoro-1-methylpiperidin-4-yl)amino)-1-(2,2,2-trifluoroethyl)-1H-indol-2-yl)prop-2-yn-1-yl)amino)-3-methoxybenzoate F[C@@H]1CN(CC[C@@H]1NC1=C2C=C(N(C2=CC=C1)CC(F)(F)F)C#CCNC1=C(C=C(C(=O)OC)C=C1)OC)C